bis(2-chloroethyl)ethylamine ClCCN(CC)CCCl